6-(((1-(6-(4-fluoro-1H-pyrazol-1-yl)pyridin-3-yl)ethyl)(methyl)amino)pyridine-3-yl)-6-(methylamino)pyrazolo[1,5-a]pyridine-3-carbonitrile FC=1C=NN(C1)C1=CC=C(C=N1)C(C)N(C)C1=NC=CC=C1C1(C=CC=2N(C1)N=CC2C#N)NC